S1C(=CC=C1)C(C#C)(O)C=1SC=CC1 1,1-bis(2-thienyl)prop-2-yne-1-ol